2-methylsulfanyl-5-(2-hydroxy-4-methoxyphenyl)-5,6-dihydropyrido[2,3-d]pyrimidine-4,7(3h,8h)-dione CSC=1NC(C2=C(N1)NC(CC2C2=C(C=C(C=C2)OC)O)=O)=O